(3-cyclopropyl-3-hydroxy-azetidin-1-yl)-[2,6-dimethoxy-4-[5-(1-methylpyrazol-4-yl)benzimidazol-1-yl]phenyl]methanone C1(CC1)C1(CN(C1)C(=O)C1=C(C=C(C=C1OC)N1C=NC2=C1C=CC(=C2)C=2C=NN(C2)C)OC)O